Cl.Cl.N[C@H](C(C(=O)NCC1=CC=CC=C1)O)CC=1C=NC=CC1 (3S)-3-amino-N-benzyl-2-hydroxy-4-(pyridin-3-yl)butanamide dihydrochloride